5-bromo-3-((1-(((tert-butyldiphenylsilyl)oxy)methyl)cyclopropyl)methyl)-2-iodo-1H-indole tellurium-aluminum [Al].[Te].BrC=1C=C2C(=C(NC2=CC1)I)CC1(CC1)CO[Si](C1=CC=CC=C1)(C1=CC=CC=C1)C(C)(C)C